C(CCC)C(COC(CCCCCCCCN(C(CCCN(CC)CC)=O)C(CCCCCCCCC(=O)OCC(CCCCCC)CCCC)C(=O)NCCCCCCCC)=O)CCCCCC 2-butyloctyl 10-(N-(9-((2-butyloctyl) oxy)-9-oxononyl)-4-(diethylamino) butanamido)-11-(octylamino)-11-oxoundecanoate